[O-2].[La+3].[Co+2].[Li+].[O-2].[O-2] lithium cobalt lanthanum oxide